(trifluoromethoxy)benzenesulfonimidamide FC(OC1=C(C=CC=C1)S(=O)(N)=N)(F)F